O1C=NC2=C1C=1C=CC(=CC1OC2)CNS(=O)C(C)(C)C N-((4H-chromeno[3,4-d]oxazol-7-yl)methyl)-2-methylpropane-2-sulfinamide